tert-butyl (2-cyano-8-(2-oxo-1,2-dihydropyridin-3-yl)imidazo[1,2-c]pyrimidin-5-yl)((5-fluoro-2,3-dihydrobenzofuran-4-yl)methyl)carbamate C(#N)C=1N=C2N(C(=NC=C2C=2C(NC=CC2)=O)N(C(OC(C)(C)C)=O)CC2=C(C=CC3=C2CCO3)F)C1